ClC1=NC2=CC(=C(C=C2C(=N1)NCC=1OC=CC1)OCC1OCCOC1)OC 2-chloro-6-(1,4-dioxan-2-ylmethoxy)-N-(furan-2-ylmethyl)-7-methoxyquinazolin-4-amine